Cl.Cl.ClC=1C=C2CN=C(NC2=CC1)SC[C@H](C)N1CCCC1 (S)-6-chloro-2-((2-(pyrrolidin-1-yl)propyl)thio)-1,4-dihydroquinazoline dihydrochloride